ClC1=C(C=CC=C1Cl)C=1C(N(C(N(C1)CC(N1CCC(CC1)N1C(NC(=C1)C1=CC=CC=C1)=O)=O)=O)C)=O 5-(2,3-dichlorophenyl)-3-methyl-1-[2-oxo-2-[4-(2-oxo-5-phenyl-1H-imidazol-3-yl)-1-piperidyl]ethyl]pyrimidine-2,4-dione